Tert-butyl (S)-9-(((benzyloxy)carbonyl)amino)-3,10,21,24,35-pentaoxo-1-phenyl-2,14,17,28,31-pentaoxa-4,11,20,25,34-pentaazaoctatriacontan-38-oate C(C1=CC=CC=C1)OC(=O)N[C@@H](CCCCNC(OCC1=CC=CC=C1)=O)C(NCCOCCOCCNC(CCC(NCCOCCOCCNC(CCC(=O)OC(C)(C)C)=O)=O)=O)=O